BrC1=CC(=CC(=N1)NC(=O)OC(=O)N1CCC(C1)F)OC (6-bromo-4-methoxypyridine-2-yl)carbamoyl-4-fluoropyrrolidine-1-carboxylate